5-Amino-3-[2-(1-cyclopropyl-6-fluoro-1,3-benzodiazol-5-yl)ethynyl]-1-[(3S,5R)-5-(hydroxymethyl)-1-(prop-2-enoyl)pyrrolidin-3-yl]pyrazole-4-carboxamide NC1=C(C(=NN1[C@@H]1CN([C@H](C1)CO)C(C=C)=O)C#CC1=CC2=C(N(C=N2)C2CC2)C=C1F)C(=O)N